FC1(C(C1)CN1CC2(C1)CNC2)F 2-((2,2-difluorocyclopropyl)methyl)-2,6-diazaspiro[3.3]heptane